N=1NC(=C2C1CCC2)N 2,4,5,6-Tetrahydrocyclopenta[c]pyrazol-3-ylamine